SC(CC(=O)OCC(COC(CC(C)S)=O)(CO)CO)C (pentaerythritol) bis(3-mercaptobutyrate)